C(C1=CC=CC=C1)S(=O)(=O)[C@H]1COCC1 (R)-3-toluenesulfonyl-tetrahydrofuran